C(C1=CC=CC=C1)OC1=NC(=CC=C1C1=NN(C2=CC(=CC=C12)N1CCC(CC1)CN1CCC(CC1)NC(OC(C)(C)C)=O)C)OCC1=CC=CC=C1 tert-butyl (1-((1-(3-(2,6-bis(benzyloxy)pyridin-3-yl)-1-methyl-1H-indazol-6-yl)piperidin-4-yl)methyl)piperidin-4-yl)carbamate